2-(2-chlorophenyl)-N-[4-(4-methoxyphenoxy)-3-sulfamoylphenyl]acetamide ClC1=C(C=CC=C1)CC(=O)NC1=CC(=C(C=C1)OC1=CC=C(C=C1)OC)S(N)(=O)=O